OC1=C(C=C(C=C1C=O)C=O)C=O 2-hydroxybenzene-1,3,5-trioaldehyde